NC1=C(C=O)C=CC=C1C 2-amino-3-methylbenzaldehyde